CC1=C(C=C(OCC2N(CC2)C(=O)[O-])C=C1)C(NC1(CC1)C1=C2C=CC=NC2=CC(=C1)C=1SC=CC1)=O 2-((4-methyl-3-((1-(7-(thiophen-2-yl)quinolin-5-yl)cyclopropyl)carbamoyl)phenoxy) methyl)azetidine-1-carboxylate